NC1=NC(=C2N=CN(C2=N1)[C@H]1C[C@H](C1)COP(=O)(OC1=CC=C(C=C1)Br)N[C@@H](C)C(=O)OC)OC methyl (((cis-3-(2-amino-6-methoxy-9H-purin-9-yl) cyclobutyl)methoxy)(4-bromophenoxy) phosphoryl)-L-alaninate